Benzyl (2S,3R,4S)-4-fluoro-2-{[2-fluoro-3-(4,4,5,5-tetramethyl-1,3,2-dioxaborolan-2-yl)phenyl]methyl}-3-[(methanesulfonyl)amino]pyrrolidine-1-carboxylate F[C@@H]1[C@@H]([C@@H](N(C1)C(=O)OCC1=CC=CC=C1)CC1=C(C(=CC=C1)B1OC(C(O1)(C)C)(C)C)F)NS(=O)(=O)C